ClC1=CC=C(C=C1)C(N1C[C@@H](N(C[C@H]1C)C1=NC=2N(C3=C1N=NN3C[C@@H]3OCCC3)C=NN2)C)C2=CC=C(C=C2)Cl ((2S,5R)-4-(Bis(4-chlorophenyl)methyl)-2,5-dimethylpiperazin-1-yl)-1-(((R)-tetrahydrofuran-2-yl)methyl)-1H-[1,2,3]triazolo[4,5-e][1,2,4]triazolo[4,3-a]pyrimidine